C(=C)C1=C(C(=C(C=C1)OC)O)C1C(COCC2C(O2)C=2C(=C(C=CC2C=C)OC)O)O1 4-vinylguaiacolglycidyl ether